N-[3-(triethoxysilyl)propyl]o-carbamoyl-benzoic acid C(C)O[Si](CCCNC(=O)C1=C(C(=O)O)C=CC=C1)(OCC)OCC